N[C@H](CC1=C(C2=C(N=C(N=C2NCC=2OC=CC2)Cl)N1C)Cl)C 6-[(2S)-2-aminopropyl]-2,5-dichloro-N-[(furan-2-yl)methyl]-7-methyl-7H-pyrrolo[2,3-d]pyrimidin-4-amine